BrCCCCCCCCCCOC=1C=C(C(=O)C=2N=C(SC2)[C@H]2N(CCC2)C([C@H](C2CCCCC2)NC([C@H](C)N(C(OC(C)(C)C)=O)C)=O)=O)C=CC1 tert-butyl N-[(1S)-2-[[(1S)-2-[(2S)-2-[4-[3-(10-bromodecoxy)benzoyl]thiazol-2-yl]pyrrolidin-1-yl]-1-cyclohexyl-2-oxo-ethyl]amino]-1-methyl-2-oxo-ethyl]-N-methyl-carbamate